7-methyl-2-((4-methyl-6-(2-methyloxazol-5-yl)pyridin-3-yl)amino)-9-(tetrahydro-2H-pyran-4-yl)-7,9-dihydro-8H-purin-8-one CN1C(N(C2=NC(=NC=C12)NC=1C=NC(=CC1C)C1=CN=C(O1)C)C1CCOCC1)=O